FC1=C(C=CC=C1)C(C1=CC=C2C=CC=NC2=C1O)N1CCOCC1 7-((2-fluorophenyl)(morpholino)methyl)quinolin-8-ol